5-[1-(4-nitropyrazol-1-yl)cyclopropyl]-1-(2,2,2-trifluoroethyl)tetrazole [N+](=O)([O-])C=1C=NN(C1)C1(CC1)C1=NN=NN1CC(F)(F)F